rac-4-(1-(methylamino)ethyl)-2,6-naphthyridin-1(2H)-one CN[C@H](C)C1=CNC(C2=CC=NC=C12)=O |r|